3-phenylquinolin C1(=CC=CC=C1)C=1C=NC2=CC=CC=C2C1